OC[C@H](C)N1C=NC2=C(C1=O)C=C(N=C2CCOC)C2=NC=C(C=C2)C(F)(F)F (S)-3-(1-hydroxypropan-2-yl)-8-(2-methoxyethyl)-6-(5-(trifluoromethyl)pyridin-2-yl)pyrido[3,4-d]pyrimidin-4(3H)-one